methyl 3-(3,5-dichloro-2-fluoro-4-(4-hydroxy-3-isopropylbenzyl)phenyl)propanoate ClC=1C(=C(C=C(C1CC1=CC(=C(C=C1)O)C(C)C)Cl)CCC(=O)OC)F